6-(1H-indazol-3-yl)-1-methyl-1,5-naphthyridin-2-one N1N=C(C2=CC=CC=C12)C=1N=C2C=CC(N(C2=CC1)C)=O